(Z)-13-icosen-10-one CCCCCCCCCC(CC\C=C/CCCCCC)=O